FC(C1CCC(CC1)C(C(=O)O)NC(=O)N)(F)F 2-((1r,4r)-4-(trifluoromethyl)cyclohexyl)-2-ureido-acetic acid